3-(2-cyclohexylpropoxy)-1,2-propanediol C1(CCCCC1)C(COCC(CO)O)C